4-((14-amino-3,6,9,12-tetraoxatetradecyl)sulfonyl)-1-oxoisoindolin NCCOCCOCCOCCOCCS(=O)(=O)C1=C2CNC(C2=CC=C1)=O